COC(=O)C1=CN=CN1C(CCC)C1=CC=C(C=C1)C1=CC=C(C=C1)OC(F)(F)F 1-(1-(4'-(trifluoromethoxy)-[1,1'-biphenyl]-4-yl)butyl)-1H-imidazole-5-carboxylic acid methyl ester